C(=CC)[C@](N)(C)C(=O)O (R)-α-(propenyl)alanine